NC1=C(C2=C(N(C(=N2)C2=C(C=NC=C2)F)C)C=C1)N1C[C@H](CC1)NC(OC(C)(C)C)=O tert-butyl (S)-(1-(5-amino-2-(3-fluoropyridin-4-yl)-1-methyl-1H-benzo[d]imidazol-4-yl)pyrrolidin-3-yl)carbamate